N-[1-(4-aminophenyl)-4-piperidyl]-4-[[2-fluoro-6-methoxy-4-[1-[(4-methoxyphenyl)methyl]-6-methyl-7-oxo-pyrazolo[3,4-c]pyridin-4-yl]phenyl]methyl]piperazine-1-carboxamide NC1=CC=C(C=C1)N1CCC(CC1)NC(=O)N1CCN(CC1)CC1=C(C=C(C=C1OC)C=1C2=C(C(N(C1)C)=O)N(N=C2)CC2=CC=C(C=C2)OC)F